C1(=CC(=CC(=C1)C(=O)N1C=2C=CC=CC2C(C2=CC=CC=C12)(C)C)C(=O)N1C=2C=CC=CC2C(C2=CC=CC=C12)(C)C)C(=O)N1C=2C=CC=CC2C(C2=CC=CC=C12)(C)C benzene-1,3,5-triyltris((9,9-dimethylacridin-10(9H)-yl)methanone)